3-chloro-4-quinolinyl acetate C(C)(=O)OC1=C(C=NC2=CC=CC=C12)Cl